C1=CC=CC=2C=CC3=C(OC4=C3C=CC(=C4)B(O)O)C12 naphtho[1,2-b]benzofuran-9-yl-boronic acid